4-(3-chlorophenyl)-N,N-dimethyl-1,2,3,4-tetrahydronaphthalen-2-amine ClC=1C=C(C=CC1)C1CC(CC2=CC=CC=C12)N(C)C